di(triethylsilicon) tellurium [Te].C(C)[Si](CC)CC.C(C)[Si](CC)CC